ClC1=NNC=C1C1=NC=CC(=N1)NC=1N=CC2=C(C=CC(=C2C1)C(C)C)N1[C@@H]([C@H](C1)CS(=O)(=O)C)C N-(2-(3-Chloro-1H-pyrazol-4-yl)pyrimidin-4-yl)-5-isopropyl-8-((2R,3S)-2-methyl-3-((methanesulfonyl)methyl)Azetidin-1-yl)isoquinolin-3-amine